FC1=CC=C(C=C1)C(C(=O)N[C@@H]1COC2=C([C@H]1OC)C=CC=C2)N2CC(C2)OC(F)(F)F 2-(4-fluorophenyl)-N-((trans)-4-methoxy-3,4-dihydro-2H-1-benzopyran-3-yl)-2-[3-(trifluoromethoxy)azetidin-1-yl]acetamide